dimethyl-1-adamantyl methacrylate C(C(=C)C)(=O)OC12C(C3CC(CC(C1)C3)C2)(C)C